C(C)(C)(C)OC(=O)N1CCC(CC1)C=1C(=C2C(=CN1)NC=C2)F 4-(4-fluoro-1H-pyrrolo[2,3-c]pyridin-5-yl)piperidine-1-carboxylic acid tert-butyl ester